BrC=1C=2CC3N(CC2C(=CC1)OC)CCC=1C=C(C(=CC13)OC)OC 12-bromo-2,3,9-trimethoxy-5,6,7,8,13,13a-hexahydroisoquinolino[2,1-b]isoquinoline